F[C@H]1CN(CC[C@@H]1C=O)C(=O)OC(C)(C)C tert-butyl (3R,4R)-3-fluoro-4-formylpiperidine-1-carboxylate